NC1=C2C(=NC=N1)N(N=C2C=2NC1=CC(=CC=C1C2Cl)C(=O)NCCOCCN2CCOCC2)C(C)(C)C 2-(4-amino-1-tert-butyl-pyrazolo[3,4-d]pyrimidin-3-yl)-3-chloro-N-[2-(2-morpholinoethoxy)ethyl]-1H-indole-6-carboxamide